ClC=1C=C(C=C(C1)Cl)C=1N=C(NC1C)C=1SC=CC1 4-(3,5-Dichlorophenyl)-5-methyl-2-(2-thienyl)imidazole